(3R,5S)-5-methyl-1-(quinolin-4-yl)piperidin-3-amine C[C@H]1C[C@H](CN(C1)C1=CC=NC2=CC=CC=C12)N